4-(((1r,3r,5s)-8-((1,3-dimethyl-1H-pyrazol-5-yl)sulfonyl)-8-azabicyclo[3.2.1]oct-3-yl)methyl)morpholine CN1N=C(C=C1S(=O)(=O)N1[C@H]2CC(C[C@@H]1CC2)CN2CCOCC2)C